1,1'-dibromohexyl-2,2'-bibenzimidazole BrC(CCCCC)C1=CC=CC=2N=C(NC21)C2=NC1=C(N2Br)C=CC=C1